tert-butyl N-[3-(bromomethyl)phenyl]carbamate BrCC=1C=C(C=CC1)NC(OC(C)(C)C)=O